F[C@@H]1C[C@H](N(C1)C)COC1=NC2C=C(C=CC2C=C1CC#N)C1=CC=CC=2CCCCC12 (((2S,4R)-4-fluoro-1-methylpyrrolidin-2-yl)methoxy)-7-(5,6,7,8-tetrahydronaphthalen-1-yl)-4a,8a-dihydroquinoline-3-acetonitrile